2,6-di-tert-butyl-4-(2,2-difluoro-1-phenylethyl)phenol C(C)(C)(C)C1=C(C(=CC(=C1)C(C(F)F)C1=CC=CC=C1)C(C)(C)C)O